1-(3,3,3-trifluoropropyl)-1H-pyrazole FC(CCN1N=CC=C1)(F)F